[S].[Sn].[Zn].[Ag] silver zinc tin sulfur